2-bromo-1,5-difluoro-3-nitro-benzene BrC1=C(C=C(C=C1[N+](=O)[O-])F)F